5-(7,8-dimethyl-[1,2,4]triazolo[1,5-a]pyridin-6-yl)-6-isopropyl-N-(2-(pyrrolidin-1-yl)ethyl)-4H-pyrrolo[3,2-d]thiazole-2-carboxamide CC1=C(C=2N(C=C1C1=C(C=3N=C(SC3N1)C(=O)NCCN1CCCC1)C(C)C)N=CN2)C